OC1CC(OC2=C1C=CC=C2)CNC(C)=O N-[(4-hydroxy-3,4-dihydro-2H-1-benzopyran-2-yl)methyl]acetamide